t-butyl-(4-fluorophenoxy)dimethylsilane tert-Butyl-(5R,6S)-2,2-difluoro-6-methyl-5-(((5-(trifluoromethyl)pyridin-2-yl)amino)methyl-d2)morpholine-4-carboxylate C(C)(C)(C)OC(=O)N1CC(O[C@H]([C@H]1C([2H])([2H])NC1=NC=C(C=C1)C(F)(F)F)C)(F)F.C(C)(C)(C)[Si](C)(C)OC1=CC=C(C=C1)F